4-((6-(tert-Butoxycarbonyl)pyridin-3-yl)amino)-6-chloropyridazine-3-carboxylic acid methyl ester COC(=O)C=1N=NC(=CC1NC=1C=NC(=CC1)C(=O)OC(C)(C)C)Cl